decylsulfonic acid tetrahexylphosphonium salt C(CCCCC)[P+](CCCCCC)(CCCCCC)CCCCCC.C(CCCCCCCCC)S(=O)(=O)[O-]